CN1N=C(C2=CC(=CC=C12)CN(CCC1=CC=C(C=C1)NC(=O)C1=C(C=C(C(=C1)OC)OC)NC(=O)C=1OC2=CC=C(C=C2C(C1)=O)C)CC=1C=NC=C(C1)OC)C N-(2-((4-(2-(((1,3-Dimethyl-1H-indazol-5-yl)methyl)((5-methoxypyridin-3-yl)methyl)amino)ethyl)phenyl)carbamoyl)-4,5-dimethoxyphenyl)-6-methyl-4-oxo-4H-chromene-2-carboxamide